N-(4-(2-(4-fluoro-6-methoxypyridin-3-yl)butyl)-6-(((R)-1-hydroxy-4-methylpent-2-yl)amino)-1,3,5-triazin-2-yl)methanesulfonamide FC1=C(C=NC(=C1)OC)C(CC1=NC(=NC(=N1)N[C@@H](CO)CC(C)C)NS(=O)(=O)C)CC